FC1=CC=C(C=C1)C(N1CCN(CC1)C(=O)N1C[C@@H]2[C@@H](OCC(N2)=O)CC1)C1=CC=C(C=C1)F (-)-cis-6-(4-(bis(4-Fluorophenyl)methyl)piperazine-1-carbonyl)hexahydro-2H-pyrido[4,3-b][1,4]oxazin-3(4H)-one